(2,6-Dichloropyridin-4-yl)methyl (S)-2-amino-4-(2-aminopyridin-3-yl)butanoate dihydrochloride Cl.Cl.N[C@H](C(=O)OCC1=CC(=NC(=C1)Cl)Cl)CCC=1C(=NC=CC1)N